L-valyl-N5-carbamoyl-N-[4-(2,5-dioxo-2,5-dihydro-1H-pyrrol-1-yl)phenyl]-L-ornithinamid N[C@@H](C(C)C)C(=O)N[C@@H](CCCNC(N)=O)C(=O)NC1=CC=C(C=C1)N1C(C=CC1=O)=O